C12(CC(C1)C2)C2=CC=CC(=N2)C(=O)N2CCC1(C(N3[C@H](O1)CCC3)=O)C(C2)C2=CC(=CC(=C2)F)F (5'S,7a'R)-1-[6-(bicyclo[1.1.1]pentan-1-yl)pyridine-2-carbonyl]-5-(3,5-difluoro-phenyl)tetrahydro-3'H-spiro[piperidine-4,2'-pyrrolo[2,1-b][1,3]oxazol]-3'-one